(2S,3S)-N-(2-amino-3-fluoro-4-((4-(trifluoromethyl)benzyl)amino)phenyl)-2,3-difluoroundecanamide NC1=C(C=CC(=C1F)NCC1=CC=C(C=C1)C(F)(F)F)NC([C@@H]([C@H](CCCCCCCC)F)F)=O